COC1=CC(=NC2=CC(=CC=C12)C#N)C1=CC=C(C=C1)C(F)(F)F 4-methoxy-2-(4-(trifluoromethyl)phenyl)quinoline-7-carbonitrile